2-Chloro-5-{[(2,2-dimethylpropanoyl)amino]methyl}-N-[1-(6-methylpyridin-3-yl)-1H-indazol-4-yl]benzamide ClC1=C(C(=O)NC2=C3C=NN(C3=CC=C2)C=2C=NC(=CC2)C)C=C(C=C1)CNC(C(C)(C)C)=O